3-(2-acryloyl-2,6-diazaspiro[3.4]octan-6-yl)-5-(5-methyl-1H-indazol-4-yl)isonicotinonitrile C(C=C)(=O)N1CC2(C1)CN(CC2)C2=C(C#N)C(=CN=C2)C2=C1C=NNC1=CC=C2C